CC=1C=C(C=C(C1)C)P(C=1C=CC=C2CC[C@@]3(C12)CCC1=CC=CC(=C13)C(=O)O)C1=CC(=CC(=C1)C)C (S)-7-bis(3,5-dimethylphenyl)phosphino-7'-carboxy-1,1'-spirobiindan